(1r,2s)-1-amino-1-ethoxycarbonyl-2-Vinylcyclopropane N[C@]1([C@@H](C1)C=C)C(=O)OCC